CN(C1=CC=CC(=N1)S(=O)(=O)NC(=O)C=1C(=NC=CC1)N1C(CC(C1)C)(C)C)CCC1=CC=CC=C1 N-[[6-[Methyl(phenethyl)amino]-2-pyridyl]sulfonyl]-2-(2,2,4-trimethylpyrrolidin-1-yl)pyridin-3-carboxamid